(2S,4R)-4-[tert-butyl(diphenyl)silyl]oxy-1-[(2S)-2-[3-(4-hydroxy-1-piperidyl)isoxazol-5-yl]-3-methyl-butanoyl]-N-[(1S)-1-[4-(4-methylthiazol-5-yl)phenyl]ethyl]pyrrolidine-2-carboxamide [Si](C1=CC=CC=C1)(C1=CC=CC=C1)(C(C)(C)C)O[C@@H]1C[C@H](N(C1)C([C@@H](C(C)C)C1=CC(=NO1)N1CCC(CC1)O)=O)C(=O)N[C@@H](C)C1=CC=C(C=C1)C1=C(N=CS1)C